((1s,3s)-3-Hydroxy-3-methylcyclobutyl)(7-(1-(2,2,2-trifluoroethyl)-1H-pyrrolo[2,3-b]pyridin-6-yl)-2-azaspiro[3.5]nonan-2-yl)methanone OC1(CC(C1)C(=O)N1CC2(C1)CCC(CC2)C2=CC=C1C(=N2)N(C=C1)CC(F)(F)F)C